C(C)OC1=C(C=C(C=N1)C1=NC(=C(C(=C1)N(C)CC(COC)(C)C)[N+](=O)[O-])N)C(F)(F)F 6'-Ethoxy-N4-(3-methoxy-2,2-dimethylpropyl)-N4-methyl-5-nitro-5'-(trifluoromethyl)[2,3'-bipyridin]-4,6-diamine